tert-butyl (4-amino-3-(hexyloxy)benzyl)carbamate NC1=C(C=C(CNC(OC(C)(C)C)=O)C=C1)OCCCCCC